ClC1=CC=C(C=N1)C1=C(N(N=N1)C)CO [5-(6-chloro-3-pyridinyl)-3-methyl-triazol-4-yl]methanol